BrC=1C=C2C(=C(N(C2=CC1)CC(F)(F)F)C=1C=C(C=NC1[C@H](C)OC)N1CCN(CC1)C(=O)OCC1=CC=CC=C1)CC(CO[Si](C1=CC=CC=C1)(C1=CC=CC=C1)C(C)(C)C)(C)C benzyl (S)-4-(5-(5-bromo-3-(3-((tert-butyldiphenylsilyl)oxy)-2,2-dimethylpropyl)-1-(2,2,2-trifluoroethyl)-1H-indol-2-yl)-6-(1-methoxyethyl)pyridin-3-yl)piperazine-1-carboxylate